C(C(=O)O)(=O)SCCNC(CCNC([C@@H](C(COP(OP(OC[C@@H]1[C@H]([C@H]([C@@H](O1)N1C=NC=2C(N)=NC=NC12)O)OP(=O)(O)O)(=O)O)(=O)O)(C)C)O)=O)=O Oxalyl-Coenzyme A